N-[4-(1-naphthyl)phenyl]dibenzofuran-4-amine C1(=CC=CC2=CC=CC=C12)C1=CC=C(C=C1)NC1=CC=CC2=C1OC1=C2C=CC=C1